ClC1=C2C(=NN(C2=CC=C1)S(=O)(=O)C1=CC=C(C=C1)C(C)(F)F)C1C(C(C1)(F)F)(C)C 4-Chloro-3-(3,3-difluoro-2,2-dimethyl-cyclobutyl)-1-[4-(1,1-difluoroethyl)phenyl]sulfonyl-indazole